1-[7-chloro-1,2,3,4-tetrahydronaphthalen-2-yl]-3-[(4-methanesulfonylphenoxy)methyl]-4-methylpyrrolidine ClC1=CC=C2CCC(CC2=C1)N1CC(C(C1)C)COC1=CC=C(C=C1)S(=O)(=O)C